Cl.N[C@@H]1CC[C@H](OC1)CN1CCC2(CN(C2)C2=NC=NC=C2OC2=C(C(=O)N(CCOC)C(C)C)C=C(C=C2)F)CC1 2-((4-(7-(((2S,5R)-5-Aminotetrahydro-2H-pyran-2-yl)methyl)-2,7-diazaspiro[3.5]nonan-2-yl)pyrimidin-5-yl)oxy)-5-fluoro-N-isopropyl-N-(2-methoxyethyl)benzamide, hydrochloride